5-(2-methyl-2H-indazol-5-yl)-2-{3-[(3S)-3-(propan-2-yl)piperazin-1-yl]-1,2,4-triazin-6-yl}phenol CN1N=C2C=CC(=CC2=C1)C=1C=CC(=C(C1)O)C1=CN=C(N=N1)N1C[C@@H](NCC1)C(C)C